COC1=C(CC(NC)C)C=C2C(=C1)OCO2 2-methoxy-N-METHYL-4,5-methylenedioxyamphetamine